6-chloro-3,4-dihydroquinazolin-4-one ClC=1C=C2C(NC=NC2=CC1)=O